1-(3,5-dimethyl-2-pyridyl)-8-chloro-6-fluoro-1,4-dihydro-7-piperazinyl-4-oxo-3-quinolinecarboxylic acid CC=1C(=NC=C(C1)C)N1C=C(C(C2=CC(=C(C(=C12)Cl)N1CCNCC1)F)=O)C(=O)O